IC1=CC=C(C=C1)\C=C\C(=O)C1=CC=C(C=C1)B trans-4-iodo-4'-boryl-chalcone